(R)-2-oxo-1-phenyl-2-((3-(trifluoromethyl)phenyl)amino)ethyl 3-amino-6-(1-(1-(tert-butoxycarbonyl)piperidin-4-yl)-1H-pyrazol-4-yl)pyrazine-2-carboxylate NC=1C(=NC(=CN1)C=1C=NN(C1)C1CCN(CC1)C(=O)OC(C)(C)C)C(=O)O[C@@H](C(NC1=CC(=CC=C1)C(F)(F)F)=O)C1=CC=CC=C1